ClC1=NC(=CC2=C1N=C(N=C2)NCCN2CCN(CC2)C)C2=C(C(=CC(=C2F)OC)OC)F 8-chloro-6-(2,6-difluoro-3,5-dimethoxyphenyl)-N-(2-(4-methylpiperazin-1-yl)ethyl)pyrido[3,4-d]pyrimidin-2-amine